(3R,4R)-1-{4-[(8-{3-[(ethanesulfonyl)methyl]azetidin-1-yl}-5-(propan-2-yl)isoquinolin-3-yl)amino]pyrimidin-2-yl}-5,5-difluoro-4-methoxy-piperidin-3-ol C(C)S(=O)(=O)CC1CN(C1)C=1C=CC(=C2C=C(N=CC12)NC1=NC(=NC=C1)N1C[C@H]([C@H](C(C1)(F)F)OC)O)C(C)C